O[C@H]1CC([C@H]2[C@]34C=5C(=C(C=CC5C[C@H]([C@]13O)N(C)CC4)OC)O2)=O 8β-hydroxyoxycodone